BrC1=C(C=CC(=C1)Cl)C(=O)N1C(=CC=C1C)C (2-bromo-4-chlorophenyl)(2,5-dimethyl-1H-pyrrol-1-yl)methanone